ClC=1C=C(C=CC1F)C=1N=C(SC1)C=1N=C(SC1)N (3-chloro-4-fluorophenyl)-[2,4'-bithiazole]-2'-amine